4-(3-fluorobenzoyl)-N-((1-methylpyrrolidin-3-yl)methyl)-3,4-dihydroquinoxaline-1(2H)-carboxamide FC=1C=C(C(=O)N2CCN(C3=CC=CC=C23)C(=O)NCC2CN(CC2)C)C=CC1